Diisopropylamine trifluoromethanesulfonate salt FC(S(=O)(=O)O)(F)F.C(C)(C)NC(C)C